titanium 1,3-propanedioxybis(ethylacetoacetate) C(CCOC(C(CC(=O)[O-])=O)CC)OC(C(CC(=O)[O-])=O)CC.[Ti+4].C(CCOC(C(CC(=O)[O-])=O)CC)OC(C(CC(=O)[O-])=O)CC